C1(C=CC(C2=CC=CC=C12)=O)=O (E)-1,4-naphthoquinone